5-bromo-7-[(2R,3S,4R,5R)-4-[(tert-butyldimethylsilyl)oxy]-5-ethynyl-3-fluorooxolan-2-yl]-N-[(2,4-dimethoxyphenyl)methyl]-7H-pyrrolo[2,3-d]pyrimidin-4-amine BrC1=CN(C=2N=CN=C(C21)NCC2=C(C=C(C=C2)OC)OC)[C@@H]2O[C@@H]([C@H]([C@@H]2F)O[Si](C)(C)C(C)(C)C)C#C